CC1(CCN(CC1)C=1OC2=C(C=C(C=C2C(C1)=O)C)C1N(C2=CC=CC=C2C1)C(=O)N)C (2-(4,4-dimethylpiperidin-1-yl)-6-methyl-4-oxo-4H-chromen-8-yl)indoline-1-carboxamide